(R)-N-(1-(3-amino-5-(trifluoromethyl)phenyl)ethyl)-5-hydroxy-6-oxo-1-phenyl-1,6-dihydroPyridazine-3-carboxamide NC=1C=C(C=C(C1)C(F)(F)F)[C@@H](C)NC(=O)C1=NN(C(C(=C1)O)=O)C1=CC=CC=C1